BrC1=CC=C(C=N1)OC1CC(C1)NC(OC(C)(C)C)=O tert-butyl ((1r,3r)-3-((6-bromopyridin-3-yl)oxy)cyclobutyl)carbamate